N-cyclopropyl-2-(difluoromethoxy)-6-methoxy-4-[7-(1-methylpyrrolidin-3-yl)oxyimidazo[1,2-a]pyridin-3-yl]benzamide C1(CC1)NC(C1=C(C=C(C=C1OC)C1=CN=C2N1C=CC(=C2)OC2CN(CC2)C)OC(F)F)=O